C(C)(C)(C)OC(=O)N[C@H](C(=O)OCC1=CC=CC=C1)CCO benzyl (2S)-2-[(tert-butoxycarbonyl)amino]-4-hydroxybutanoate